1-(3-chloropyridin-2-yl)-3-{[5-(trifluoromethyl)-1H-tetrazol-1-yl]methyl}-1H-pyrazole-5-carboxylic acid ClC=1C(=NC=CC1)N1N=C(C=C1C(=O)O)CN1N=NN=C1C(F)(F)F